7-bromo-3,5-dihydroimidazo[4,5-c]Pyridin-4-one BrC=1C2=C(C(NC1)=O)NC=N2